N[C@H](C)C=1C=C(C=C2C(C(=C(OC12)C1=CC=C2C(=N1)SC(=N2)C)C)=O)C 8-[(1R)-1-Aminoethyl]-3,6-dimethyl-2-(2-methylthiazolo[5,4-b]pyridin-5-yl)chromen-4-one